3-(Dimethoxy(methyl)silyl)propan-1-amin CO[Si](CCCN)(C)OC